1,1-dimethyl-3-hydroxypropyl hydroperoxide CC(CCO)(C)OO